(E)-hex-2-enedioic acid C(\C=C\CCC(=O)O)(=O)O